OC(C)(C)C1=CC=NC=2C(CCCC12)=O 4-(2-hydroxypropan-2-yl)-6,7-dihydroquinolin-8(5H)-one